C(C)OC(=O)C1COC(OC1)CCCC(=O)O 4-(5-(ethoxycarbonyl)-1,3-dioxan-2-yl)-butyric acid